N-(1-(naphthalene-1-yl)ethyl)-3-(3-(trifluoromethyl)phenyl)propionamide C1(=CC=CC2=CC=CC=C12)C(C)NC(CCC1=CC(=CC=C1)C(F)(F)F)=O